3,5-diamino-salicylic acid NC1=C(C(C(=O)O)=CC(=C1)N)O